tert-Butyl ((1r,4r)-4-((tert-butoxycarbonyl)amino)cyclohexyl)(2-(6-chloro-6'-cyano-2'-fluoro-3'-((2-methoxyethyl)(methyl)amino)-[1,1'-biphenyl]-3-yl)-2-phenylethyl)carbamate C(C)(C)(C)OC(=O)NC1CCC(CC1)N(C(OC(C)(C)C)=O)CC(C1=CC=CC=C1)C=1C=C(C(=CC1)Cl)C1=C(C(=CC=C1C#N)N(C)CCOC)F